(S)-3-chloro-4-(3-(3-chlorobenzoylamino)-2-(dimethylamino)propyl)-N-methylbenzamide ClC=1C=C(C(=O)NC)C=CC1C[C@@H](CNC(C1=CC(=CC=C1)Cl)=O)N(C)C